N-(1-isopropylpyrazolo[3,4-d]pyrimidin-6-yl)-6-methoxy-2-methyl-3,4-dihydro-1H-isoquinolin-7-amine C(C)(C)N1N=CC=2C1=NC(=NC2)NC2=C(C=C1CCN(CC1=C2)C)OC